methyl 5-[[3-chloro-5-[4-[(2,6-difluorophenyl) methyl]-5-oxo-1,2,4-triazol-1-yl]-2-pyridyl] oxy]-4-methyl-thiazole-2-carboxylate ClC=1C(=NC=C(C1)N1N=CN(C1=O)CC1=C(C=CC=C1F)F)OC1=C(N=C(S1)C(=O)OC)C